C(C)OC(\C=C\[C@@H](C)OC=1C(=NC=CC1)Br)=O.ClC=1C=C2C=NC(=NC2=C(C1C1=C2C=NNC2=CC=C1C)OC1CC1)OC[C@H]1N(CCC1)C 6-chloro-8-cyclopropoxy-7-(5-methyl-1H-indazol-4-yl)-2-(((S)-1-methylpyrrolidin-2-yl)methoxy)quinazoline Ethyl-(2E,4R)-4-[(2-bromopyridin-3-yl)oxy]pent-2-enoate